1,1-dimethylethyl (R)-2-[[[6-bromo-3-[N'-[4-[tert-butyl(dimethyl)silyl]oxy-2-ethyl-phenyl]carbamimidoyl]pyrrolo[1,2-b]pyridazin-4-yl]amino]methyl]pyrrolidine-1-carboxylate BrC=1C=C2N(N=CC(=C2NC[C@@H]2N(CCC2)C(=O)OC(C)(C)C)C(N)=NC2=C(C=C(C=C2)O[Si](C)(C)C(C)(C)C)CC)C1